2-hydroxy-6-((4-methoxybenzyl)oxy)benzaldehyde OC1=C(C=O)C(=CC=C1)OCC1=CC=C(C=C1)OC